FC1=C(C=CC=C1)N1C(=NN=C1C1=NC=C(C=C1)OC(C)C)C1CC(C1)NC(OC(C)(C)C)=O tert-butyl ((1S,3r)-3-(4-(2-fluorophenyl)-5-(5-isopropoxypyridin-2-yl)-4H-1,2,4-triazol-3-yl)cyclobutyl)carbamate